ClC=1N=C(N(C1)C)N1CCC(CC1)CNC=1C2=C(N=C(N1)C1=C(C=CC=C1C)Cl)N=CC=C2 N-((1-(4-chloro-1-methyl-1H-imidazol-2-yl)piperidin-4-yl)methyl)-2-(2-chloro-6-methylphenyl)pyrido[2,3-d]pyrimidin-4-amine